ethyl 2-(3-chloro-5-methoxy-2-nitrophenyl)-3-oxobutyrate ClC=1C(=C(C=C(C1)OC)C(C(=O)OCC)C(C)=O)[N+](=O)[O-]